FC=1C=C(C=C(C1OC1=C2C(=NC=C1)N(C=C2C2=CC=NN2C(C)C)COCC[Si](C)(C)C)F)NC=2OCC(CN2)(C)C N-{3,5-difluoro-4-[(3-[1-(propan-2-yl)-1H-pyrazol-5-yl]-1-{[2-(trimethylsilyl)ethoxy]methyl}-1H-pyrrolo[2,3-b]pyridin-4-yl)oxy]phenyl}-5,5-dimethyl-5,6-dihydro-4H-1,3-oxazin-2-amine